(4-hydroxy-4-((pyridin-4-ylmethoxy)methyl)cyclohexyl)carbamic acid tert-butyl ester C(C)(C)(C)OC(NC1CCC(CC1)(COCC1=CC=NC=C1)O)=O